ClC=1C=C2C(=CN1)N(C(=C2)C=2C=C1C=NN(C1=CC2C)COCC[Si](C)(C)C)C 5-(5-chloro-1-methyl-1H-pyrrolo[2,3-c]pyridin-2-yl)-6-methyl-1-((2-(trimethylsilyl)ethoxy)methyl)-1H-indazole